C(C)(=O)O.C(C)(=O)NC(C(=O)NC(C)(C)C)(CCCCB1OC(C(O1)(C)C)(C)C)[C@@H]1C[C@@H](C1)N Cis-2-acetamido-2-(3-aminocyclobutyl)-N-tert-butyl-6-(4,4,5,5-tetramethyl-1,3,2-dioxaborolan-2-yl)hexanamide acetate